ClC1=NC=C(C(=C1)C1=C(C=NC(=C1)C)C(=O)NC=1SC=2C(=NC=C(N2)C=2CC(CC2)C(=O)OCC)N1)OC ethyl 3-(2-{2'-chloro-5'-methoxy-6-methyl-[4,4'-bipyridine]-3-amido}-[1,3]thiazolo[4,5-b]pyrazin-6-yl)cyclopent-3-ene-1-carboxylate